N1CCC2=CC(=CC=C12)S(=O)(=O)N1CCC(CC1)C(=O)NC1=CC=C(C=C1)C(F)(F)F 1-(indolin-5-ylsulfonyl)-N-(4-(trifluoromethyl)phenyl)piperidine-4-carboxamide